N-(4-nitrophenyl)thiourea C1=CC(=CC=C1NC(=S)N)[N+](=O)[O-]